N-(4-(8-fluoro-2,3-dihydrobenzo[f][1,4]oxazepin-4(5H)-yl)-2,6-dimethylphenyl)-2-(3-fluorobicyclo[1.1.1]pentan-1-yl)acetamide methyl-2,3-dihydro-4-furoate COC(=O)C=1CCOC1.FC1=CC2=C(CN(CCO2)C2=CC(=C(C(=C2)C)NC(CC23CC(C2)(C3)F)=O)C)C=C1